2-(5-(cyclopropylmethyl)-3-(4-fluoro-3-((5-methylthiazol-2-yl)ethynyl)phenyl)-4-(3-fluoro-4-sulfamoylbenzyl)-1H-pyrazol-1-yl)thiazole-4-carboxylic acid C1(CC1)CC1=C(C(=NN1C=1SC=C(N1)C(=O)O)C1=CC(=C(C=C1)F)C#CC=1SC(=CN1)C)CC1=CC(=C(C=C1)S(N)(=O)=O)F